1-(2,6-dibromo-4-(tert-butyl)phenyl)benzene-1,2-diamine BrC1=C(C(=CC(=C1)C(C)(C)C)Br)C1(C(C=CC=C1)N)N